Methyl (2S)-2-(((1-(2-chlorophenyl)-2-(3-chlorophenyl)-2-methylpropoxy) carbonyl) amino)-3-cyclohexylpropanoate ClC1=C(C=CC=C1)C(C(C)(C)C1=CC(=CC=C1)Cl)OC(=O)N[C@H](C(=O)OC)CC1CCCCC1